(S)-5-(3-(2-chloro-7-(1-methoxyethyl)pyrazolo[1,5-a]pyrimidin-6-yl)ureido)-N-ethoxy-3-(trifluoromethyl)pyridineamide ClC1=NN2C(N=CC(=C2[C@H](C)OC)NC(NC=2C=C(C(=NC2)C(=O)NOCC)C(F)(F)F)=O)=C1